C1(CC(CC(C1)C(=O)[O-])C(=O)[O-])C(=O)[O-] 1,3,5-cyclohexanetricarboxylate